5-Ethyl-2-(1-methylhydrazino)pyrimidine C(C)C=1C=NC(=NC1)N(N)C